[3-[tert-butyl(diphenyl)silyl]oxy-2,2-difluoro-propyl]trifluoromethanesulfonate [Si](C1=CC=CC=C1)(C1=CC=CC=C1)(C(C)(C)C)OCC(COS(=O)(=O)C(F)(F)F)(F)F